C(C)(C)(C)OC(=O)N1C(N[C@@H](C1)C(N(C)C1=C(C(=C(C=C1)F)Cl)F)=O)=O (4S)-4-[N-(3-Chloro-2,4-difluorophenyl)-N-methylcarbamoyl]-2-oxoimidazolidinecarboxylic acid tert-butyl ester